OC(COC)C1=CN=C(S1)NC(OC(C)(C)C)=O tert-butyl (5-(1-hydroxy-2-methoxyethyl)thiazol-2-yl)carbamate